BrC=1C=NC=2[C@@H](C=3C(=CC(=CC3CCC2C1)Cl)Br)C1CCN(CC1)C(CC1CCN(CC1)C(=O)N)=O 4-[2-[4-[(2R)-6,15-dibromo-13-chloro-4-azatricyclo[9.4.0.03,8]pentadeca-1(11),3(8),4,6,12,14-hexaen-2-yl]piperidin-1-yl]-2-oxoethyl]piperidine-1-carboxamide